CC1(OC[C@@H]2[C@H](O1)[C@H]([C@H]([C@]1(O2)OCCC1)O)N1N=NC(=C1)C1=CC(=C(C(=C1)F)F)F)C (2S,4a'R,7'R,8'S,8a'R)-2',2'-dimethyl-8'-(4-(3,4,5-trifluorophenyl)-1H-1,2,3-triazol-1-yl)hexahydro-3H,4'H-spiro[furan-2,6'-pyrano[3,2-d][1,3]dioxin]-7'-ol